tert-butyl 4-(7-methyl-[1,2,4]triazolo[4,3-a]pyridin-6-yl)piperidine-1-carboxylate CC1=CC=2N(C=C1C1CCN(CC1)C(=O)OC(C)(C)C)C=NN2